1'-acryloyl-N-(4-(4-morpholino-7H-pyrrolo[2,3-d]pyrimidin-6-yl)phenyl)-[1,4'-bipiperidine]-4-carboxamide C(C=C)(=O)N1CCC(CC1)N1CCC(CC1)C(=O)NC1=CC=C(C=C1)C1=CC2=C(N=CN=C2N2CCOCC2)N1